ClC=1N=C(C=2N=C(N=C(C2N1)NCC)NC[C@@H](C)O)NCC (R)-1-((6-Chloro-4,8-bis(ethylamino)pyrimido[5,4-d]pyrimidin-2-yl)amino)propan-2-ol